O=C1C2=CC(=CC=3C(C(C=4C=C(C=C(C1=O)C4C32)C#N)=O)=O)C#N 4,5,9,10-tetraoxo-4,5,9,10-tetrahydropyrene-2,7-dicarbonitrile